(2S,3R,4R)-2-((6-((3-fluorobenzyl)amino)-9H-purin-9-yl)methyl)tetrahydrofuran-3,4-diol FC=1C=C(CNC2=C3N=CN(C3=NC=N2)C[C@@H]2OC[C@H]([C@H]2O)O)C=CC1